3-(3-(difluoromethoxy)phenyl)-N-(3-methyl-1,1-dioxidothietan-3-yl)-1-neopentyl-1H-pyrazolo[4,3-b]pyridine-6-carboxamide FC(OC=1C=C(C=CC1)C1=NN(C=2C1=NC=C(C2)C(=O)NC2(CS(C2)(=O)=O)C)CC(C)(C)C)F